(1,6-naphthyridin-8-yl)methanamine N1=CC=CC2=CN=CC(=C12)CN